(1R,3R)-3-(tert-Butyloxycarbonylamino)cyclobutane-1-carboxylic acid C(C)(C)(C)OC(=O)NC1CC(C1)C(=O)O